FC1=CC=C(C=C1)NC(=O)C1(CC1)C(=O)NC1=CC=C(C=C1)OC1=CC=NC2=CC(=C(C=C12)C(NOC1COC1)=O)OC 1-N'-(4-fluorophenyl)-1-N-[4-[7-methoxy-6-(oxetan-3-yloxycarbamoyl)quinolin-4-yl]oxyphenyl]cyclopropane-1,1-dicarboxamide